5-{2-[2-(2-chloro-4-methoxybenzene-sulfonamido)phenyl]ethynyl}pyridine-2-carboxylic acid ClC1=C(C=CC(=C1)OC)S(=O)(=O)NC1=C(C=CC=C1)C#CC=1C=CC(=NC1)C(=O)O